C1(=O)C2=NN(C13N=N3)N=N2 bisazopyrazolone